C1(=CC(=CC=C1)CN1CCNCCNCCNCCCC1)CN1CCNCCNCCNCCCC1 1,1'-[1,3-phenylene-bis-(methylene)]-bis-1,4,7,10-tetraazacyclotetradecane